methyl 2-(azepan-1-yl)-4-cyanobenzoate N1(CCCCCC1)C1=C(C(=O)OC)C=CC(=C1)C#N